heptadecan-9-yl 8-((2-((2-hydroxyethyl)(methyl)amino)ethyl)amino)octanoate OCCN(CCNCCCCCCCC(=O)OC(CCCCCCCC)CCCCCCCC)C